n-pentacosyl carbamate C(N)(OCCCCCCCCCCCCCCCCCCCCCCCCC)=O